2-Chloro-9-(4-(1-methyl-4-(trifluoromethyl)-1H-imidazol-2-yl)benzyl)-7,9-dihydro-8H-purine ClC1=NC=C2NCN(C2=N1)CC1=CC=C(C=C1)C=1N(C=C(N1)C(F)(F)F)C